CC1=CC=C(C=C1)N1N=C(C=C1C(F)(F)F)C(F)F (4-methyl)phenyl-3-(difluoromethyl)-5-(trifluoromethyl)-1H-pyrazole